5-(4-((2-(3-ethylureido)-5-methoxypyridin-4-yl)methyl)piperazin-1-yl)-N-methyl-6-(trifluoromethyl)picolinamide C(C)NC(NC1=NC=C(C(=C1)CN1CCN(CC1)C=1C=CC(=NC1C(F)(F)F)C(=O)NC)OC)=O